C1(=CC=CC2=CC=CC=C12)C1=CC=C(C=C1)B(O)O [4-(1-NAPHTHALENYL)phenyl]boronic acid